1-(2,6-difluoro-4-(methylthio)benzyl)-3,6-dimethyl-7-phenyl-1,3-dihydro-2H-imidazo[4,5-c]pyridin-2-one FC1=C(CN2C(N(C=3C=NC(=C(C32)C3=CC=CC=C3)C)C)=O)C(=CC(=C1)SC)F